C(#N)C1=NN(C=C1)[C@@H]1[C@H](CC1)C=1NC(C2=C(N1)N(N=C2C#N)[C@H](C)C=2C=NC(=CC2)C(F)(F)F)=O 6-((1S,2S)-2-(3-cyano-1H-pyrazol-1-yl)cyclobutyl)-4-oxo-1-((R)-1-(6-(trifluoromethyl)pyridin-3-yl)ethyl)-4,5-dihydro-1H-pyrazolo[3,4-d]pyrimidine-3-carbonitrile